The molecule is a flavone C-glycoside that consists of chrysoeriol carrying alpha-L-arabinosyl and beta-L-arabinosyl groups at positions 6 and 8 respectively It has a role as a plant metabolite. It is a trihydroxyflavone, a polyphenol, a monomethoxyflavone and a flavone C-glycoside. It derives from a 4',5,7-trihydroxy-3'-methoxyflavone. COC1=C(C=CC(=C1)C2=CC(=O)C3=C(C(=C(C(=C3O2)[C@@H]4[C@@H]([C@H]([C@H](CO4)O)O)O)O)[C@H]5[C@@H]([C@H]([C@H](CO5)O)O)O)O)O